2'-chloro-5'-methoxy-6-methyl-N-(5-(1-(methylsulfonyl)azetidin-3-yl)-1,3,4-thiadiazol-2-yl)-(4,4'-bipyridine)-3-carboxamide ClC1=NC=C(C(=C1)C1=C(C=NC(=C1)C)C(=O)NC=1SC(=NN1)C1CN(C1)S(=O)(=O)C)OC